4-(4-bromo-2-fluoro-phenyl)-3-(trifluoromethyl)-1H-pyrazole BrC1=CC(=C(C=C1)C=1C(=NNC1)C(F)(F)F)F